ClC1=NN2C(C(=N1)Cl)NC=C2 2,4-dichloro-4a,5-dihydroimidazo[2,1-f][1,2,4]triazine